(R)-4,6-dimethyl-N-((1-((6-(trifluoromethyl)pyridin-3-yl)methyl)-1H-pyrazol-4-yl)methyl)-5,6-dihydro-4H-pyrrolo[3,2,1-de]pteridin-2-amine CN1C[C@H](N2C3=C(N=C(N=C13)NCC=1C=NN(C1)CC=1C=NC(=CC1)C(F)(F)F)C=C2)C